2,4,20,22-tetramethyl-5,12,19-triaza-4,19-tricosadiene CC(C)CC(=NCCCCCCNCCCCCCN=C(CC(C)C)C)C